tris(4-hydroxy-3,5-dimethylphenyl)amine OC1=C(C=C(C=C1C)N(C1=CC(=C(C(=C1)C)O)C)C1=CC(=C(C(=C1)C)O)C)C